O[C@@H](C(C)=O)[C@@H]([C@H]([C@@H](CO)O)O)O (3R,4R,5S,6R)-3,4,5,6,7-pentahydroxyheptanone